N[C@@H](CCCN(CCO)CC)C (R)-(-)-2-(4-aminopentyl-(ethyl)amino)ethanol